C12COCC(CC1)N2C=2SC(=C(N2)C=2C(=C(C=CC2)C=2C(=C(C(=CC2)F)S(=O)(=O)N)F)F)C2=NC(=NC=C2)SC (3-(2-(3-oxa-8-azabicyclo[3.2.1]oct-8-yl)-5-(2-(methylthio)pyrimidin-4-yl)thiazol-4-yl)-2-fluorophenyl)-2,6-difluorobenzenesulfonamide